(S)-3-(3-(3-(8-chlorochroman-4-yl)ureido)-1H-pyrazol-1-yl)-N,N-dimethylbenzamide ClC=1C=CC=C2[C@H](CCOC12)NC(NC1=NN(C=C1)C=1C=C(C(=O)N(C)C)C=CC1)=O